5'-Sulfamoyl-2-chloroadenosine S(N)(=O)(=O)C([C@@H]1[C@H]([C@H]([C@@H](O1)N1C=NC=2C(N)=NC(=NC12)Cl)O)O)O